4-tertiary butyl-cyclohexanol C(C)(C)(C)C1CCC(CC1)O